ClC=1C(=CC(=NC1)C)NC1=NNC2=CC(=CC=C12)[C@@H]1C[C@@]12C(NC1=CC=C(C=C21)OC)=O (1r,2s)-2-{3-[(5-chloro-2-methylpyridin-4-yl)amino]-1H-indazol-6-yl}-5'-methoxyspiro[cyclopropane-1,3'-indol]-2'(1'H)-one